OC=1C=C2C(C(=CN(C2=CC1O)C)C1=COC2=CC(=C(C(=C2C1=O)C(=O)OCCOCCC(=O)O)O)O)=O 3-[2-({[3-(6,7-dihydroxy-1-methyl-4-oxo-1,4-dihydroquinolin-3-yl)-6,7-dihydroxy-4-oxo-4H-chromen-5-yl]carbonyl}oxy)ethoxy]propanoic acid